6-(4-chlorophenyl)-3-oxo-2-(pyrimidin-5-yl)-N-[(2R)-1,1,1-trifluoro-3-hydroxypropan-2-yl]-2,3-dihydropyridazine-4-carboxamide ClC1=CC=C(C=C1)C=1C=C(C(N(N1)C=1C=NC=NC1)=O)C(=O)N[C@@H](C(F)(F)F)CO